NCC1(CN(C1)C1=NC(=C(C(=N1)C(=O)N)C1=C(C(=CC=C1)Cl)Cl)C)F 2-(3-aminomethyl-3-fluoro-azetidin-1-yl)-5-(2,3-dichloro-phenyl)-6-methyl-pyrimidine-4-carboxylic acid amide